CC(C1=C(C(=CC(=C1)C(N)(C)C)C(N)(C)C)O)(N)C 2,4,6-tri-(dimethyl-aminomethyl)-phenol